ClCC(=O)NC=1C=C(C(=CC1O)F)C1=C(C(=C(C(=C1)F)F)F)F 2-chloro-N-(2',3',4',5',6-pentafluoro-4-hydroxy-[1,1'-biphenyl]-3-yl)acetamide